1,4'-bipiperidin N1(CCCCC1)C1CCNCC1